C(=O)(O)C1=C(C=C(C(=O)OC(C)C)C#N)C=CC=C1C(=O)O isopropyl 2,3-dicarboxy-α-cyanocinnamate